5-Chloro-2-(3,4-difluoro-2-methyl-phenoxy)-6-(trifluoromethyl)pyridine ClC=1C=CC(=NC1C(F)(F)F)OC1=C(C(=C(C=C1)F)F)C